C(C(C)C)(=O)OC1=CC2=C(NC=N2)C=C1 1H-benzo[d]imidazol-5-yl isobutyrate